5-{[6-(3-Chlorophenyl)-5-methoxypyrazin-2-yl]methyl}pyrimidin ClC=1C=C(C=CC1)C1=C(N=CC(=N1)CC=1C=NC=NC1)OC